2-(1-(3-chloro-4-fluorophenyl)-1H-pyrazol-3-yl)-N-(5-(trifluoromethyl)thiazol-2-yl)acetamide ClC=1C=C(C=CC1F)N1N=C(C=C1)CC(=O)NC=1SC(=CN1)C(F)(F)F